FC(C1(CC1)C=1C(=NC=CC1)C(=O)N)F [1-(difluoromethyl)cyclopropyl]pyridine-2-carboxamide